2,3-Dihydrobenzisothiazole 1,1-dioxide S1(NCC2=C1C=CC=C2)(=O)=O